1-((3,3-Difluorocyclobutyl)methyl)-3-(1,1-difluoroethyl)-N-(2-(methylthio)pyridin-4-yl)-4-(trifluoromethyl)-1H-pyrazole-5-carboxamide FC1(CC(C1)CN1N=C(C(=C1C(=O)NC1=CC(=NC=C1)SC)C(F)(F)F)C(C)(F)F)F